2-(3-chloro-2-fluoro-4-(4-hydroxy-3-isopropylbenzyl)-5-methylphenoxy)acetic acid ClC=1C(=C(OCC(=O)O)C=C(C1CC1=CC(=C(C=C1)O)C(C)C)C)F